OCCCCN(CCCCCCC(C(=O)[O-])(CCCCCCCC)CCCCCC)CCCCCCC(C(=O)[O-])(CCCCCCCC)CCCCCC [(4-hydroxybutyl)azandiyl]-bis(hexane-6,1-diyl)-bis(2-hexyldecanoate)